[Na+].P(=O)([O-])([O-])OC[C@@H]1[C@H]([C@H]([C@@](O1)(N1C=NC=2C(N)=NC=NC12)CCCC)O)O.[Na+] butyladenosine phosphate sodium salt